2-[(4,4-difluorocyclohexyl)methyl]-N-(2-methylsulfonylpyridin-4-yl)-4-(trifluoromethyl)pyrazole-3-carboxamide FC1(CCC(CC1)CN1N=CC(=C1C(=O)NC1=CC(=NC=C1)S(=O)(=O)C)C(F)(F)F)F